[7-(1-amino-4-methylphthalazin-6-yl)-1-benzofuran-5-yl]boronic acid NC1=NN=C(C2=CC(=CC=C12)C1=CC(=CC=2C=COC21)B(O)O)C